BrC=1C=CC(=C(C1)NC1=CC=C(C=C1)CO)[N+](=O)[O-] (4-((5-bromo-2-nitrophenyl)amino)phenyl)methanol